N-acetoxy-1-[9-ethyl-6-{2-methyl-4-(3,3-dimethyl-2,4-dioxacyclopentylmethyloxy)benzoyl}-9H-carbazol-3-yl]Ethane-1-imine C(C)(=O)ON=C(C)C=1C=CC=2N(C3=CC=C(C=C3C2C1)C(C1=C(C=C(C=C1)OCC1OC(OC1)(C)C)C)=O)CC